C1(=CC=CC=C1)N1C=CC=2C1=NC=C(C2)CN (1-phenyl-1H-pyrrolo[2,3-b]pyridin-5-yl)methylamine